N1(CCCCC1)CC1=CC(=NC=C1)OC\C=C/CO (2Z)-4-[[4-(1-piperidylmethyl)-2-pyridyl]oxy]-2-buten-1-ol